FC(C(=C(Cl)F)F)(F)F pentafluoro-chloropropene